6-[m-(benzylaminosulfonyl)phenyl]-4-(1-indanylamino)-1,5-diazanaphthalene C(C1=CC=CC=C1)NS(=O)(=O)C=1C=C(C=CC1)C=1N=C2C(=CC=NC2=CC1)NC1CCC2=CC=CC=C12